4-[[4-[[(1S)-2-hydroxy-1-phenyl-ethyl]amino]-5-[3-(trifluoromethyl)-1H-1,2,4-triazol-5-yl]pyrimidin-2-yl]amino]-2-methyl-benzamide OC[C@H](C1=CC=CC=C1)NC1=NC(=NC=C1C1=NC(=NN1)C(F)(F)F)NC1=CC(=C(C(=O)N)C=C1)C